C(C=C)OCC(C(=O)OC1=CC=CC2=CC3=CC=CC=C3C=C12)=C anthracenyl alpha-allyloxymethylacrylate